(S)-4-hydroxy-3-({2-methyl-5-[(pyridin-2-yl)methoxy]pyrazolo[1,5-a]pyridin-3-yl}formamido)butanamide OC[C@H](CC(=O)N)NC(=O)C=1C(=NN2C1C=C(C=C2)OCC2=NC=CC=C2)C